4-methoxy-1-methyl-2-oxo-dihydropyridine-3-carbonitrile COC1C(C(N(C=C1)C)=O)C#N